4-ethynyl-4'-propyl-1,1'-biphenyl C(#C)C1=CC=C(C=C1)C1=CC=C(C=C1)CCC